C(#C)C=1C(=CC=C2C=C(C=C(C12)N1C=C2N=C(N=CC2=CC1C(F)(F)F)OC([2H])([2H])C1(CC1)CN1CCOCC1)O)F 7-(8-ethynyl-7-fluoro-3-hydroxynaphthalen-1-yl)-2-((1-(morpholinomethyl)cyclopropyl)methoxy-d2)-6-(trifluoromethyl)pyrido[3,4-d]Pyrimidin